2-nitro-brassylic acid [N+](=O)([O-])C(C(=O)O)CCCCCCCCCCC(=O)O